(R)-2-(3-((6-(2-(ethoxymethoxy)-4-ethynylphenyl)-5-methylpyridazin-3-yl)amino)piperidin-1-yl)ethan-1-ol C(C)OCOC1=C(C=CC(=C1)C#C)C1=C(C=C(N=N1)N[C@H]1CN(CCC1)CCO)C